C12(CC(C1)C2)NC(O[C@H]2[C@H](C[C@H](C2)C2=CC(=NN2)NC(=O)C2=CC(=NN2C)OCC(F)F)O)=O |o1:8,9,11| rel-(1R,2S,4R)-4-(3-(3-(2,2-difluoroethoxy)-1-methyl-1H-pyrazole-5-carboxamido)-1H-pyrazol-5-yl)-2-hydroxycyclopentyl bicyclo[1.1.1]pentan-1-ylcarbamate